C(#N)C=1C(=CC(=NC1)NC(=O)N1C2CC(C3=CC(=C(N=C13)C=O)CN(C(C)=O)C)(C2)F)NCCOC N-(5-cyano-4-((2-methoxyethyl)amino)pyridin-2-yl)-4-fluoro-7-formyl-6-((N-methylacetamido)methyl)-3,4-dihydro-2,4-methylene-1,8-naphthyridine-1(2H)-carboxamide